C(CCCCN(C([O-])=O)C(C)(C)C1=CC=CC=C1)N(C([O-])=O)C(C)(C)C1=CC=CC=C1 pentanediyl-di(cumyl carbamate)